4-bromoquinoline-5,7-diol BrC1=CC=NC=2C=C(C=C(C12)O)O